FC1=C(O[C@H]2C[C@]3([C@H](CN(C3)C[C@@H](O)C=3C=C4CCC(NC4=CC3)=O)C2)O)C=C(C=C1)F 6-((S)-2-((3aR,5R,6aS)-5-(2,5-difluorophenoxy)-3a-hydroxyhexahydrocyclopenta[c]pyrrol-2(1H)-yl)-1-hydroxyethyl)-3,4-dihydroquinolin-2(1H)-one